(R)-6-(5-amino-1-methyl-1H-pyrazol-4-yl)-4-(1-(5-fluoropyridin-2-yl)ethoxy)pyrazolo[1,5-a]pyridine-3-carbonitrile NC1=C(C=NN1C)C=1C=C(C=2N(C1)N=CC2C#N)O[C@H](C)C2=NC=C(C=C2)F